[C@H]12CN(C[C@H](CC1)N2)C2=NC(=NC1=C(C(=CC=C21)C2=CC(=CC1=CC=CC=C21)O)F)OCC(=O)N 2-((4-((1R,5S)-3,8-diazabicyclo[3.2.1]octan-3-yl)-8-fluoro-7-(3-hydroxynaphthalen-1-yl)quinazolin-2-yl)oxy)acetamide